N-((4S,5R)-4-(3-(aminomethyl)phenyl)-7-ethyl-3-methyl-6-oxo-1-phenyl-4,5,6,7-tetrahydro-1H-pyrazolo[3,4-b]pyridin-5-yl)-3-(trifluoromethyl)benzamide NCC=1C=C(C=CC1)[C@H]1C2=C(N(C([C@@H]1NC(C1=CC(=CC=C1)C(F)(F)F)=O)=O)CC)N(N=C2C)C2=CC=CC=C2